FC(C=1C=C(C=CC1)NC(C1=CC(=CC=C1)C#C[Si](C)(C)C)=O)(F)F N-(3-(trifluoromethyl)phenyl)-3-((trimethylsilyl)ethynyl)benzamide